ClC=1N(N=C2C(N(N=CC21)[C@@H]2[C@H]1COC[C@@]21C)=O)CC2=C(C=CC=C2)F 3-Chloro-2-(2-fluorobenzyl)-6-((1R,5S,6R)-1-methyl-3-oxabicyclo[3.1.0]hexan-6-yl)-2,6-dihydro-7H-pyrazolo[3,4-d]pyridazin-7-one